N-(3-chloro-2-(hydroxymethyl)-benzyl)-1-(2-((2,2-difluoro-benzo[d][1,3]dioxol-5-yl)amino)-5-methylpyrimidin-4-yl)-1H-imidazole-4-carboxamide ClC=1C(=C(CNC(=O)C=2N=CN(C2)C2=NC(=NC=C2C)NC2=CC3=C(OC(O3)(F)F)C=C2)C=CC1)CO